CC1=C(C(NC(=C1)C)=O)CNC(=O)C=1C(=C(C=C(C1)C1=CC=C(C=C1)CN1CCOCC1)N(C1CCC(CC1)NC(OC(C)(C)C)=O)C)C tert-butyl ((1r,4r)-4-((5-(((4,6-dimethyl-2-oxo-1,2-dihydropyridin-3-yl)methyl)carbamoyl)-4-methyl-4'-(morpholinomethyl)-[1,1'-biphenyl]-3-yl)(methyl)amino)cyclohexyl)carbamate